NCC=1C=NC(=NC1)C1=C(C=C(C#N)C=C1)C(=O)C=1N(N=C(C1)N1CCCCC1)C 4-[5-(aminomethyl)pyrimidin-2-yl]-3-(2-methyl-5-piperidin-1-ylpyrazole-3-carbonyl)benzonitrile